2,8-dimethyl-4H-benzo[d][1,3]oxazin-4-one CC=1OC(C2=C(N1)C(=CC=C2)C)=O